sodium (3S)-3-(4-chloro-3-{[(2S,3R)-2-(4-chlorophenyl)-4,4,4-trifluoro-3-methylbutanoyl]amino}phenyl)-3-cyclopropylpropanoate ClC1=C(C=C(C=C1)[C@@H](CC(=O)[O-])C1CC1)NC([C@@H]([C@H](C(F)(F)F)C)C1=CC=C(C=C1)Cl)=O.[Na+]